OC(CC1=C(C=C(C=C1)C(C)(C)CC(C)(C)C)N1N=C2C(=N1)C=CC=C2)C[Si](C)(C)OCC 2-[2-hydroxy-3-(ethoxydimethylsilyl)propyl-5-tert-octylphenyl]-2H-benzotriazole